C(C)OC(CCC=1SC(=CN1)C=C)=O 3-(5-vinylthiazol-2-yl)propionic acid ethyl ester